2-(1-(hydroxyimino)-5-methoxy-1,2,3,4-tetrahydronaphthalen-2-yl)-N-(5-(methylsulfanyl)-1,3,4-thiadiazol-2-yl)-2-oxoacetamide ON=C1C(CCC2=C(C=CC=C12)OC)C(C(=O)NC=1SC(=NN1)SC)=O